2-[[6-(1,3-Benzothiazol-2-ylamino)-5-methyl-pyridazin-3-yl]-[5-[2-(dimethylamino)ethyl-methyl-amino]-4-hydroxy-pentyl]amino]thiazole-4-carboxylic acid S1C(=NC2=C1C=CC=C2)NC2=C(C=C(N=N2)N(C=2SC=C(N2)C(=O)O)CCCC(CN(C)CCN(C)C)O)C